C1(=CC=CC=C1)S(=O)(=O)CCC(=O)C1=CC=C(C#N)C=C1 4-(3-(benzenesulfonyl)propionyl)benzonitrile